4-((3,5-Bis((E)-3,4-dimethoxybenzylidene)-4-oxocyclohexyl)carbamoyl)pyridin-1-ium trifluoroacetate FC(C(=O)[O-])(F)F.COC=1C=C(\C=C\2/CC(C\C(\C2=O)=C/C2=CC(=C(C=C2)OC)OC)NC(=O)C2=CC=[NH+]C=C2)C=CC1OC